FC1=C(C=C(C=C1)OC)C=1OCC(N1)(C)C 2-(2-fluoro-5-methoxy-phenyl)-4,4-dimethyl-5H-oxazole